[Cl-].[NH4+].C1(=CC=CC=C1)[PH2](C1=CC=CC=C1)C1=CC=CC=C1.C1(=CC=CC=C1)[PH2](C1=CC=CC=C1)C1=CC=CC=C1 ditriphenyl-phosphorane ammonium chloride